1-(4-fluorophenyl)Hexan-1-ol ethyl-(S)-3-amino-3-(6-methoxy-3'-(trifluoromethoxy)biphenyl-3-yl)propanoate C(C)[C@H](C(=O)OC(CCCCC)C1=CC=C(C=C1)F)C(C=1C=C(C(=CC1)OC)C1=CC(=CC=C1)OC(F)(F)F)N